methyl 2-(dichloromethyl)-4,5-dihydrooxazole-4-carboxylate ClC(C=1OCC(N1)C(=O)OC)Cl